1-(2-chlorophenyl)-3-(2,2-bis(1H-indol-3-yl)ethyl)thiourea ClC1=C(C=CC=C1)NC(=S)NCC(C1=CNC2=CC=CC=C12)C1=CNC2=CC=CC=C12